N1(CCOCC1)NC(=O)[C@H]1N2C(N([C@H](CC1)C2)OS(=O)(=O)O)=O.[NH+]2=CC=CC=C2 pyridinium (2S,5R)-N-(morpholin-4-yl)-7-oxo-6-(sulfooxy)-1,6-diazabicyclo[3.2.1]-octane-2-carboxamide